C(C)(=O)N[C@@H]1C(O)O[C@@H]([C@H]([C@@H]1O)O)CO 2-N-acetylmannosamine